BrC=1C(=C(N(CC2=CC=C(C=C2)OC)CC2=CC=C(C=C2)OC)C=C(C1)F)F 3-bromo-2,5-difluoro-N,N-bis(4-methoxybenzyl)aniline